3-(3-bromophenyl)-1-methyl-3-(4-methyl-4H-1,2,4-triazol-3-yl)cyclobutanol BrC=1C=C(C=CC1)C1(CC(C1)(O)C)C1=NN=CN1C